5-bromo-2,2'-bithiophene-5'-carboxaldehyde BrC1=CC=C(S1)C=1SC(=CC1)C=O